ONC(C(CC1=CC=C(C=C1)O)N1N=NC=C1)=O 1-(1-(hydroxyamino)-3-(4-hydroxyphenyl)-1-oxopropan-2-yl)-1H-1,2,3-triazol